COC(C1=C(N=CC(=C1)N1C(N(C2=C(C1=O)C(=CS2)C)C[C@H](OC2CCOCC2)C2=C(C=CC=C2)OC)=O)C)=O methyl-(R)-5-(1-(2-(2-methoxyphenyl)-2-((tetrahydro-2H-pyran-4-yl)oxy)ethyl)-5-methyl-2,4-dioxo-1,4-dihydrothieno[2,3-d]pyrimidin-3(2H)-yl)nicotinic acid methyl ester